ClC=1C=CC(=C(C1)C1=CC(=C(N=N1)OCCOC)NC1=CC(=NC=C1)NC(CCN1CCN(CC1)C)=O)F N-(4-{[6-(5-chloro-2-fluoro-phenyl)-3-(2-methoxyethoxy)-pyridazin-4-yl]amino}pyridin-2-yl)-3-(4-methylpiperazin-1-yl)propanamide